DL-aspartic acid magnesium [Mg].N[C@@H](CC(=O)O)C(=O)O |r|